2-(p-cumyl phenoxyl)-ethyl acrylate C(C=C)(=O)OCCOC1=CC=C(C=C1)C(C)(C)C1=CC=CC=C1